BrC1=C2C(=CN=CC2=CC=C1)N1C(N(C(=NC1=O)SC)CC1=C(C=C(C(=C1)F)F)F)=O 3-(5-bromoisoquinolin-4-yl)-6-(methylthio)-1-(2,4,5-trifluorobenzyl)-1,3,5-triazine-2,4(1H,3H)-dione